3-(cyanoamino)cyclobutane-1-carboxamide C(#N)NC1CC(C1)C(=O)N